BrC=1C=CC2=C(C(=NCC=3N2C(=NN3)C)C3=NC=CC=C3F)C1Cl 8-bromo-7-chloro-6-(3-fluoro-2-pyridyl)-1-methyl-4H-[1,2,4]triazolo[4,3-a][1,4]benzodiazepine